3-nitro-4-(1H-pyrazol-4-yl)pyridin-2-amine [N+](=O)([O-])C=1C(=NC=CC1C=1C=NNC1)N